BrC=1C=C(C=C2CCCN(C12)[C@H]1CN(CC1)C(=O)OC(C)(C)C)Cl (R)-tert-butyl 3-(8-bromo-6-chloro-3,4-dihydroquinolin-1(2H)-yl)pyrrolidine-1-carboxylate